BrC=1C=C2C(C(N(C2=C(C1)F)COCC[Si](C)(C)C)=O)=O 5-bromo-7-fluoro-1-{[2-(trimethylsilyl)ethoxy]methyl}-2,3-dihydro-1H-indole-2,3-dione